COC(C1=C(C=CC(=C1)F)C(C(=O)OC)Br)=O (1-bromo-2-methoxy-2-oxoethyl)-5-fluorobenzoic acid methyl ester